pyridine-2,5-dicarbonyl dichloride N1=C(C=CC(=C1)C(=O)Cl)C(=O)Cl